ClC=1C=C(SC1)C1=C(C=C2C(=NC(N3C2=C1SC[C@H](C3)C3=NC=CC=C3)=O)N3C[C@@H](N[C@@H](C3)C)C)C(F)(F)F (R)-11-(4-chlorothiophen-2-yl)-8-((3S,5R)-3,5-dimethylpiperazin-1-yl)-3-(pyridin-2-yl)-10-(trifluoromethyl)-3,4-dihydro-2H,6H-[1,4]thiazepino[2,3,4-ij]quinazolin-6-one